carbon silicon-manganese-chromium-titanium [Ti].[Cr].[Mn].[Si].[C]